(4,6-Dichloropyridin-2-yl)(isoindolin-2-yl)methanone ClC1=CC(=NC(=C1)Cl)C(=O)N1CC2=CC=CC=C2C1